N=1SN=C2C1C(=CC=C2C#CC2=C(C=O)C=CC=C2C=O)C#CC2=C(C=O)C=CC=C2C=O 5'-(benzo[c][1,2,5]thiadiazole-4,7-diylbis(acetylene-2,1-diyl))diisophthalaldehyde